trans-4-(trans-4'-propylcyclohexyl)cyclohexyl-formaldehyde C(CC)[C@@H]1CC[C@H](CC1)[C@@H]1CC[C@H](CC1)C=O